NC1CCC(CC1)CN1[C@H](CN(CC1)C1=C(C=C(C=C1)C1C(NC(CC1)=O)=O)F)C 3-[4-[(3S)-4-[(4-aminocyclohexyl)methyl]-3-methyl-piperazin-1-yl]-3-fluoro-phenyl]piperidine-2,6-dione